ethyl-Zirconium C(C)[Zr]